2-(1-(3-cyclohexylphenyl)cyclopropyl)-5,6,7,8-tetrahydropyrido[4,3-d]pyrimidin-4(3H)-one C1(CCCCC1)C=1C=C(C=CC1)C1(CC1)C=1NC(C2=C(N1)CCNC2)=O